[Si](C1=CC=CC=C1)(C1=CC=CC=C1)(C(C)(C)C)O[C@@H](CCN1N=CC=2C1=NC(=NC2)NC2=CC=C1CCNCC1=C2)C N-[1-[(3R)-3-[tert-butyl(diphenyl)silyl]oxybutyl]pyrazolo[3,4-d]pyrimidin-6-yl]-3,4-dihydro-1H-isoquinolin-7-amine